(6R)-6-amino-3-(2-hydroxyphenyl)-5H,7H,8H,9H-pyridazino[3,4-b]indole-6-carboxylic acid N[C@]1(CC=2C3=C(NC2CC1)N=NC(=C3)C3=C(C=CC=C3)O)C(=O)O